N1=CC=C(C=C1)C=1N=C(C2=C(N1)C=NC=C2)NCCCC(=O)O 4-{[2-(pyridin-4-yl)pyrido[3,4-d]Pyrimidin-4-yl]Amino}butyric acid